O(C#N)C1=CC=C(C=C1)C(C(C1=CC=C(C=C1)OC#N)C1=CC=C(C=C1)OC#N)C1=CC=C(C=C1)OC#N 1,1,2,2-tetrakis(4-cyanatophenyl)ethane